4-(2-phenoxy-7-(tetrahydrofuran-2-yl)pyrido[3,2-d]pyrimidin-4-yl)morpholine O(C1=CC=CC=C1)C=1N=C(C2=C(N1)C=C(C=N2)C2OCCC2)N2CCOCC2